N-Benzyl-6-oxoheptanamide C(C1=CC=CC=C1)NC(CCCCC(C)=O)=O